N1(N=CC=C1)CCNC(=O)C1=NOC(=C1)C=1SC(=CC1)Cl N-(2-(1H-pyrazol-1-yl)ethyl)-5-(5-chlorothiophen-2-yl)isoxazole-3-carboxamide